C(C)C1=CC=CC=2OC3=CC=CC=C3C(C12)NC(=O)C=1C(NC(=CC1)C(F)(F)F)=O N-(1-ethyl-9H-xanthen-9-yl)-2-oxo-6-(trifluoromethyl)-1,2-dihydropyridine-3-carboxamide